C(C)OC(/C(=C\N(CC1=CC=CC=C1)CC1=CC=CC=C1)/C(F)(F)F)=O (E)-3-(dibenzylamino)-2-(trifluoromethyl)acrylic acid ethyl ester